C(#N)CCCN1N=C(C(=C1C=1N(C(=NN1)C1=NC(=CC2=C1C=NN2C)C(=O)NCC2=C(C=C(C=C2)OC)OC)CC2=CC=C(C=C2)OC)O)C 4-[5-[2-(3-cyanopropyl)-4-hydroxy-5-methyl-pyrazol-3-yl]-4-[(4-methoxyphenyl)methyl]-1,2,4-triazol-3-yl]-N-[(2,4-dimethoxyphenyl)methyl]-1-methyl-pyrazolo[4,3-C]pyridine-6-carboxamide